NC1=CC(=NC=N1)OC1=CC(=C(C=C1)N1C(N(CC1=O)C1=CC(=CC(=C1)C(F)(F)F)F)=O)CC 3-{4-[(6-amino-4-pyrimidinyl)oxy]-2-ethylphenyl}-1-[3-fluoro-5-(trifluoromethyl)phenyl]-2,4-imidazolidinedione